N-(4-(4-amino-7-cyano-3-(4-(1-(cyclopropylamino)-2,2,2-trifluoroethyl)-3-methoxyphenyl)-1-methyl-1H-pyrrolo[3,2-c]pyridin-2-yl)phenyl)acrylamide NC1=NC=C(C2=C1C(=C(N2C)C2=CC=C(C=C2)NC(C=C)=O)C2=CC(=C(C=C2)C(C(F)(F)F)NC2CC2)OC)C#N